COC(=O)C1=C(C=NC=C1)NC[C@@H]1CCC2=CC(=CC=C12)N(C1=CC=C(C=C1)N1CCCC1)C 3-({[(1R)-5-{methyl-[4-(pyrrolidin-1-yl)phenyl]amino}-2,3-dihydro-1H-inden-1-yl]methyl}amino)pyridine-4-carboxylic acid methyl ester